C(=C)C(CCCN1CCCC1)C 1-(4-vinyl-pentyl)pyrrolidine